2-[(1-cyclopropyltriazol-4-yl)-methoxy-methylene]propanedinitrile C1(CC1)N1N=NC(=C1)C(=C(C#N)C#N)OC